C1(=C(C=CC=C1)C1=NC2=C(C=N1)SC1=C2C=CC=C1)C=1C(=CC=CC1)C1=CC=CC=C1 (terphenylyl)(benzothienopyrimidine)